(13R)-13-methyl-8,11,14-trioxa-5,19,20-triazatetracyclo[13.5.2.12,5.018,21]tricosa-1(20),2(23),3,15(22),16,18(21)-hexaene-4-carbonitrile C[C@@H]1COCCOCCN2C(=CC(C3=NNC=4C=CC(O1)=CC34)=C2)C#N